ClC1=CC(=C(C=C1)/C(=C(/C=1C(=C2C=NNC2=CC1)F)\C1=CC=C(C=C1)/C=C/C(=O)O)/CC)C (E)-3-(4-((E)-2-(4-chloro-2-methylphenyl)-1-(4-fluoro-1H-indazol-5-yl)but-1-en-1-yl)phenyl)acrylic acid